Hexen oxid C1C(CCCC)O1